C(C(C)(C)C)(=O)OOC(C)(C)C Tertiary butyl peroxypivalate